cis-4-fluoro-5-((5-(3-((2-methylpyridin-3-yl)oxy)cyclopentyl)-1H-pyrazol-3-yl)amino)-2,3-dihydrobenzo[d]isothiazole 1,1-dioxide FC1=C(C=CC2=C1CNS2(=O)=O)NC2=NNC(=C2)[C@@H]2C[C@@H](CC2)OC=2C(=NC=CC2)C